5-(4-Cyano-3-fluoro-phenyl)-1-(4-iodo-2-methoxyphenyl)-1H-pyrazole-3-carboxylic acid C(#N)C1=C(C=C(C=C1)C1=CC(=NN1C1=C(C=C(C=C1)I)OC)C(=O)O)F